N1=CN=C(C=C1)C1=C(C(=O)N)C=CC=C1 (pyrimidin-4-yl)benzamide